O=C1NC(CCC1N1C(C2=CC=CC(=C2C1=O)NCCCCCCCCNC(OC(C)(C)C)=O)=O)=O tert-butyl (8-((2-(2,6-dioxopiperidin-3-yl)-1,3-dioxoisoindolin-4-yl)amino) octyl)carbamate